6-(4-Fluoro-2-methyl-1,3-benzoxazol-6-yl)-2-(1-isopropylpiperidin-4-yl)quinazolin-4(3H)-one FC1=CC(=CC2=C1N=C(O2)C)C=2C=C1C(NC(=NC1=CC2)C2CCN(CC2)C(C)C)=O